(4-amino-3-methylimidazo[1,5-a]quinoxalin-8-yl)((2R,4aS,9aR)-2-methyl-7-(trifluoromethoxy)-2,3,9,9a-tetrahydroindeno[2,1-b][1,4]oxazin-4(4aH)-yl)methanone NC=1C=2N(C3=CC(=CC=C3N1)C(=O)N1[C@@H]3[C@H](O[C@@H](C1)C)CC=1C=C(C=CC13)OC(F)(F)F)C=NC2C